CC(CCC(=O)N)C 4-Methylvaleramide